N1CC(C1)OC=1C=CC(=C(C(=O)N[C@H](C)C2=CC(=CC=C2)C=2SC(=CC2)CNCC2CCN(CC2)C)C1)C (R)-5-(azetidin-3-yloxy)-2-methyl-N-(1-(3-(5-((((1-methylpiperidin-4-yl)methyl)amino)methyl)thiophen-2-yl)phenyl)ethyl)benzamide